tri(2,4,6-trimethylphenyl) borate B(OC1=C(C=C(C=C1C)C)C)(OC1=C(C=C(C=C1C)C)C)OC1=C(C=C(C=C1C)C)C